1-(4-(1-(4-amino-5-methoxy-2-(1-methyl-1H-pyrazol-4-yl)phenyl)piperidin-4-yl)piperazin-1-yl)-2,2,2-trifluoroethane-1-one NC1=CC(=C(C=C1OC)N1CCC(CC1)N1CCN(CC1)C(C(F)(F)F)=O)C=1C=NN(C1)C